ClC=1C(=NC=C(C1Cl)[N+](=O)[O-])OC 3,4-dichloro-2-methoxy-5-nitropyridine